N-(4-methoxyphenyl)-1-methyl-2-(1-methyl-1H-pyrazol-4-yl)-1H-pyrrolo[3,2-c]pyridin-6-amine COC1=CC=C(C=C1)NC1=CC2=C(C=N1)C=C(N2C)C=2C=NN(C2)C